N-(4-amino-1H-pyrazolo[4,3-c]pyridin-7-yl)-N'-[(3-chloro-2-pyridyl)methyl]-N'-[(5-fluoro-2-pyridyl)methyl]oxamide NC1=NC=C(C2=C1C=NN2)NC(=O)C(=O)N(CC2=NC=C(C=C2)F)CC2=NC=CC=C2Cl